C(C)(CC)N(C(C)CC)[SiH2][SiH3] di-sec.-butylaminodisilane